C(OC1=CC=CC=C1)(=O)Cl phenyl carbonochloridate